ClC=1C=C2C=NC(=NC2=CC1N1CCN(CC1)[C@@]1([C@@H](COC1)O)C)NC=1C=NN(C1C(F)F)C |o1:17,18| (3S,4S) or (3R,4R)-4-(4-(6-chloro-2-((5-(difluoromethyl)-1-methyl-1H-pyrazol-4-yl)amino)quinazolin-7-yl)piperazin-1-yl)-4-methyltetrahydrofuran-3-ol